(10,11-dihydrobenzo[6,7]oxepino[3,2-b]pyridin-11-yl)methanol N1=C2C(=CC=C1)OC1=C(CC2CO)C=CC=C1